3-ethyl-4-oxo-thiazolidine C(C)N1CSCC1=O